C(C1=CC=CC=C1)N1CC2=CC=C(C=C2CC1CC1=CC(=CC=C1)C)C 2-benzyl-6-methyl-3-(3-methylbenzyl)-3,4-dihydroisoquinoline